C(C)C(C(\C=C\CC1=CC=CC=C1)C1=CC=CC=C1)CC 1,1-diethyl-5-phenyl-(E)-2-phenylpent-3-en